C(C1=CC=CC=C1)OC1=NC(=CC=C1C1=NN(C2=C(C=CC=C12)N1CCC(CC1)C(=O)OC(C)(C)C)C)OCC1=CC=CC=C1 tert-butyl 1-(3-(2,6-bis(benzyloxy)pyridin-3-yl)-1-methyl-1H-indazol-7-yl)piperidine-4-carboxylate